5-chloro-3-[3-(morpholine-4-carbonyl)pyrrolidin-1-yl]Xanthen-9-one ClC1=C2OC=3C=C(C=CC3C(C2=CC=C1)=O)N1CC(CC1)C(=O)N1CCOCC1